5-amino-4-(3-hydroxy-2,6-dimethylphenyl)-2-methyl-4,7-dihydro-6H-1,3,4,7,10-pentaazadibenzo[cd,f]azulen-6-one NC=1N(C=2C3=C(C4=C(NC(C13)=O)C=CN=C4)N=C(N2)C)C2=C(C(=CC=C2C)O)C